[Si](C)(C)(C(C)(C)C)NS(=O)(=O)C1=NN(C=C1)CC N-(tert-butyldimethylsilyl)-1-ethyl-1H-pyrazole-3-sulfonamide